ClC=1C=C(C=CC1F)NC1=NC=NC2=CC(=CC(=C12)OC(C)(C)C1=NC=CC=N1)C=1C=NNC1 N-(3-chloro-4-fluorophenyl)-7-(1H-pyrazol-4-yl)-5-((2-(pyrimidin-2-yl)propan-2-yl)oxy)quinazolin-4-amine